tert-Butyl 4-(4-methyl-3-((1-(naphthalen-1-yl)cyclopropyl)carbamoyl)phenyl)-5,6-dihydropyridine-1(2H)-carboxylate CC1=C(C=C(C=C1)C1=CCN(CC1)C(=O)OC(C)(C)C)C(NC1(CC1)C1=CC=CC2=CC=CC=C12)=O